4-methylphenyliodonium tosylate S(=O)(=O)([O-])C1=CC=C(C)C=C1.CC1=CC=C(C=C1)[IH+]